methyl (R)-6-chloro-3-((1-(5-(4,4-difluoropiperidin-1-yl)-9-methyl-[1,2,4]triazolo[4,3-c]quinazolin-7-yl)ethyl)amino)picolinate ClC1=CC=C(C(=N1)C(=O)OC)N[C@H](C)C1=CC(=CC=2C=3N(C(=NC12)N1CCC(CC1)(F)F)C=NN3)C